C(C)(C)(C)N1C=C(C=C1)C(=O)NCC1=NC(=NO1)N1N=C2C(=CC=CC2=C1C(=C(F)F)F)N[C@H]1[C@H](CN(CC1)C)F 1-(tert-butyl)-N-((3-(7-(((3S,4R)-3-fluoro-1-methylpiperidin-4-yl)amino)-3-(1,2,2-trifluorovinyl)-2H-indazol-2-yl)-1,2,4-oxadiazol-5-yl)methyl)-1H-pyrrole-3-carboxamide